2-(piperidin-4-yl)acetic acid methyl ester hydrochloride Cl.COC(CC1CCNCC1)=O